2-fluoro-3-hydroxypropyl-methylsulfonate FC(CCS(=O)(=O)[O-])CO